tert-butyl 2-((1-(hydroxymethyl)cyclopropyl)sulfonyl)-2-methylpropanoate OCC1(CC1)S(=O)(=O)C(C(=O)OC(C)(C)C)(C)C